O1[C@H](COCC1)CN1N=C2C3=C(CC4(C2=C1)CC4)OC(=C3C(F)(F)F)C(=O)O 2'-{[(2S)-1,4-dioxan-2-yl]methyl}-8'-(trifluoromethyl)-2',5'-dihydrospiro[cyclopropan-1,4'-furo[2,3-G]indazole]-7'-carboxylic acid